4-(2-(1-(ethylsulfonyl)piperidin-4-yl)-4-(4-fluorophenyl)thiazol-5-yl)-N-(2-methoxy-4-(4-methylpiperazin-1-yl)phenyl)pyrimidin-2-amine C(C)S(=O)(=O)N1CCC(CC1)C=1SC(=C(N1)C1=CC=C(C=C1)F)C1=NC(=NC=C1)NC1=C(C=C(C=C1)N1CCN(CC1)C)OC